5-[(e)-2-(4-hydroxyphenyl)-ethenyl]benzene-1,3-diol OC1=CC=C(C=C1)/C=C/C=1C=C(C=C(C1)O)O